N1CCC(CC1)OC(=O)N1CCNCC1 piperidin-4-yl-piperazine-1-carboxylate